3-cyclopropyl-4,5,6,7-tetrahydrobenzothiophen-5-amine hydrochloride Cl.C1(CC1)C1=CSC2=C1CC(CC2)N